6-[4-ethanesulfonyl-2-(trifluoromethyl)piperazin-1-yl]-1H-pyridin-2-one C(C)S(=O)(=O)N1CC(N(CC1)C1=CC=CC(N1)=O)C(F)(F)F